3-(1-(3-bromophenyl)-3-(methylthio)cyclobutyl)-4-methyl-4H-1,2,4-triazole BrC=1C=C(C=CC1)C1(CC(C1)SC)C1=NN=CN1C